4-HYDROXY-BUT-2-YNOIC ACID OCC#CC(=O)O